C(C)(C)(C)OC(=O)N1CCC(CC1)C1=C(C=CC=C1)NC=1C(=NN(C1C(=O)OC)C1=CC=C(C=C1)C#N)Br 4-((3-bromo-1-(4-cyanophenyl)-5-(methoxycarbonyl)-1H-pyrazol-4-ylamino)phenyl)piperidine-1-carboxylic acid tert-butyl ester